OC1N(C(C2=CC=C(C=C12)OCCOCC#C)=O)C1C(NC(CC1)=O)=O 3-[3-hydroxy-1-oxo-5-[2-(prop-2-yn-1-yloxy)ethoxy]-2,3-dihydro-1H-isoindol-2-yl]piperidine-2,6-dione